5-(4-fluorophenyl)-6-methyl-4-oxo-1-propan-2-ylpyridine-3-carboxamide hydrochloride Cl.FC1=CC=C(C=C1)C=1C(C(=CN(C1C)C(C)C)C(=O)N)=O